ClC1=CC(=NC(=C1O)Cl)C(=O)NC1=C(N=C(S1)C=1CCN(CC1)C)C(=O)NCC1=C(C=CC=C1)C(F)(F)F 5-(4,6-dichloro-5-hydroxypicolinamido)-2-(1-methyl-1,2,3,6-tetrahydropyridin-4-yl)-N-(2-(trifluoromethyl)benzyl)thiazole-4-carboxamide